6-bromo-4-[1-({6-[(4,4-dimethylpiperidin-1-yl)methyl]imidazo[1,2-a]pyridin-2-yl}methyl)-1H-1,2,3-triazol-4-yl]-1H-indazole BrC1=CC(=C2C=NNC2=C1)C=1N=NN(C1)CC=1N=C2N(C=C(C=C2)CN2CCC(CC2)(C)C)C1